Water carbon [C].O